3-cyclopropyl-1-((3,3-difluorocyclobutyl)methyl)-4-(trifluoromethyl)-1H-pyrazole-5-carboxylic acid C1(CC1)C1=NN(C(=C1C(F)(F)F)C(=O)O)CC1CC(C1)(F)F